norbornenyl-epoxyethane C12(C=CC(CC1)C2)C2CO2